(3S,4R,5R)-1-(((1s,4S)-4-cyclopropylcyclohexyl)methyl)piperidine-3,4,5-triol C1(CC1)C1CCC(CC1)CN1C[C@@H](C([C@@H](C1)O)O)O